C(C)S(=O)(=O)C=1C=C(C=NC1C1=COC2=CC=C(C=C2C1=O)C1=CC=C(C=C1)F)C1(CC1)C#N 1-[5-ethylsulfonyl-6-[6-(4-fluorophenyl)-4-oxo-chromen-3-yl]-3-pyridyl]-cyclopropanecarbonitrile